2-methoxy-5-((4,5,6,7-tetrahydropyrazolo[1,5-a]pyrazin-3-yl)methoxy)isonicotinaldehyde COC=1C=C(C=O)C(=CN1)OCC=1C=NN2C1CNCC2